COC=1C=C2C(=CC=NC2=CC1OC)N1CCC(CC1)NS(=O)(=O)NC(OCCCC)=O butyl (N-(1-(6,7-dimethoxyquinolin-4-yl)piperidin-4-yl)sulfamoyl)carbamate